4-{4-[(tert-butoxy)carbonyl]-6-chloropyridazin-3-yl}morpholine-2-carboxylic acid methyl ester COC(=O)C1CN(CCO1)C=1N=NC(=CC1C(=O)OC(C)(C)C)Cl